O1CCOC2=C1C=CC(=C2)OC2CCN(CC2)C2=C(C=C(N=N2)C(=O)NCC2=CC=NC=C2)C 6-[4-(2,3-dihydro-1,4-benzodioxin-6-yloxy)piperidin-1-yl]-5-methyl-N-(pyridin-4-ylmethyl)pyridazine-3-carboxamide